2-methyl-3-morpholino-1,1-diphenylpropane-carboxylic acid CC(C(C(=O)O)(C1=CC=CC=C1)C1=CC=CC=C1)CN1CCOCC1